OC1(C(=CC(CC1(C)C)=O)C)/C=C/C(=C\C(=O)OC)/C(F)(F)F methyl (2E,4E)-5-(1-Hydroxy-2,6,6-trimethyl-4-oxocyclohex-2-en-1-yl)-3-(trifluoromethyl)penta-2,4-dienoate